2-(2-Chloro-8-methyl-6-(2-(3-methylbenzylidene)hydrazinyl)-9H-purin-9-yl)-1-phenylethan-1-one ClC1=NC(=C2N=C(N(C2=N1)CC(=O)C1=CC=CC=C1)C)NN=CC1=CC(=CC=C1)C